4-(1-(4-(2-aminoethoxy)phenyl)-4-chloro-2-phenylbut-1-en-1-yl)phenol NCCOC1=CC=C(C=C1)C(=C(CCCl)C1=CC=CC=C1)C1=CC=C(C=C1)O